NC=1SC2=C(C1C#N)[C@](CCC2)(C)C2=NC(=NO2)C2=NC(=NC=C2)N2[C@H](CN(CCC2)CC(=O)O)C [(3S)-4-(4-{5-[(4R)-2-amino-3-cyano-4-methyl-6,7-dihydro-5H-1-benzothiophen-4-yl]-1,2,4-oxadiazol-3-yl}pyrimidin-2-yl)-3-methyl-1,4-diazepan-1-yl]acetic acid